CN1N=CC=C1N1CC2=CC(=CC(=C2CC1)[C@H]1NCCC1)C=1C=C2C(=NC1)NC=C2C (S)-2-(1-methyl-1H-pyrazol-5-yl)-7-(3-methyl-1H-pyrrolo[2,3-b]pyridin-5-yl)-5-(pyrrolidin-2-yl)-1,2,3,4-tetrahydroisoquinoline